(2-(difluoromethyl)pyridin-4-yl)methylamine FC(C1=NC=CC(=C1)CN)F